(S)-6-(1H-Imidazol-1-yl)-4-methyl-N-(1-(methylsulfonyl)piperidin-3-yl)picolinamide N1(C=NC=C1)C1=CC(=CC(=N1)C(=O)N[C@@H]1CN(CCC1)S(=O)(=O)C)C